N1N=CC2=CC(=CC=C12)NC1=NC(=NC=C1)C1=CC=C2CCN(C2=C1)C(=O)N1CCN(CC1)C (6-(4-((1H-indazol-5-yl)amino)pyrimidin-2-yl)indolin-1-yl)(4-meth-yl-piperazin-1-yl)methanone